4-cyclopropyl-5-(1-cyclopropyl-2-methylimidazo[4,5-b]pyridin-6-yl)-N-(1-methylpyrazol-4-yl)pyrrolo[2,1-f][1,2,4]triazin-2-amine C1(CC1)C1=NC(=NN2C1=C(C=C2)C=2C=C1C(=NC2)N=C(N1C1CC1)C)NC=1C=NN(C1)C